cobalt-tin triacetate C(C)(=O)[O-].C(C)(=O)[O-].C(C)(=O)[O-].[Sn+4].[Co+2]